ClC=1C(=NC2=CC(=C(C(=C2C1N[C@@H](CC)C1=NC=CC=C1F)F)C=1C=CC(=NC1)P(C)(C)=O)F)C (S)-(5-(3-chloro-5,7-difluoro-4-((1-(3-fluoropyridin-2-yl)propyl)amino)-2-methylquinolin-6-yl)pyridin-2-yl)dimethylphosphine oxide